N-(1-benzylpiperidin-4-yl)-N-(2,4,6-trimethylphenyl)-2-furoamide C(C1=CC=CC=C1)N1CCC(CC1)N(C(=O)C=1OC=CC1)C1=C(C=C(C=C1C)C)C